NC(CC(=O)O)C(=O)NC(C(=O)OC)C(CC)C 3-amino-4-[(1-methoxy-3-methyl-1-oxopent-2-yl)amino]-4-oxobutanoic acid